[I-].CN1CC=C(C=C1)C1=CC=NC=C1 1-methyl-4,4'-bipyridine iodide